C(C)(=O)OC[C@H]1O[C@H]([C@H]([C@@H]([C@@H]1CC(=O)O)CC(=O)O)CC(=O)O)OC1=CC=C(C=C1)N1C(=NC2=CC=C(C=C2C1=O)F)C (2S,3S,4R,5S,6S)-2-(acetoxymethyl)-6-(4-(6-fluoro-2-methyl-4-oxoquinazolin-3(4H)-yl)phenoxy)tetrahydro-2H-pyran-3,4,5-triacetic acid